1,3,5,6-tetramethylbenzene CC1=CC(=CC(=C1C)C)C